cyclopropanesulfonic acid [8-amino-6-(4-ethylpyridin-3-yl)-[2,7]Naphthyridin-3-yl]Amide NC=1N=C(C=C2C=C(N=CC12)NS(=O)(=O)C1CC1)C=1C=NC=CC1CC